FC1(C(N(C2=C(N(C1)C(C)C)N=C(N=C2)NC2=CC(=C(C(=O)NC1CC3(C1)CCNCC3)C=C2C)F)C)=O)F 4-((7,7-difluoro-9-isopropyl-5-methyl-6-oxo-6,7,8,9-tetrahydro-5H-pyrimido[4,5-b][1,4]diazepin-2-yl)amino)-2-fluoro-5-methyl-N-(7-azaspiro[3.5]nonan-2-yl)benzamide